C(C)(C)(C)OC(=O)N1C(CN(CC1)C1=NC(=NC2=C(C(=C(C=C12)Cl)C1=NC(=CC(=C1I)C)N(CC1=CC=C(C=C1)OC)CC1=CC=C(C=C1)OC)F)F)CC#N 4-[7-[6-[bis[(4-methoxyphenyl)methyl]amino]-3-iodo-4-methyl-2-pyridinyl]-6-chloro-2,8-difluoro-quinazolin-4-yl]-2-(cyanomethyl)piperazine-1-carboxylic acid tert-butyl ester